C1(=CC=C(C=C1)N(C1=CC=C(C=C1)C1=CC=C(C=C1)C1=CC=CC=C1)C1=CC=C(C=C1)C=1C(=CC=C(C1)C1=CC2=CC=CC=C2C=C1)C1=CC=CC=C1)C1=CC=CC=C1 biphenyl-4-yl-(5'-naphthalene-2-yl-[1,1':2',1'']terphenyl-4-yl)-([1,1':4',1'']terphenyl-4-yl)amine